FC1=C(C=CC(=C1)[N+](=O)[O-])C=1C=CC(=NC1)C=1N=NN(N1)C 5-(2-fluoro-4-nitrophenyl)-2-(2-methyltetrazol-5-yl)pyridine